2-azidotriethylene glycol methyl ether methacrylate C(C(=C)C)(=O)OCCOCCOC(COC)N=[N+]=[N-]